1,2-bis(4-benzylbromophenyl)-1,2-diphenylethylene C(C1=CC=CC=C1)C1=CC(=C(C=C1)C(=C(C1=CC=CC=C1)C1=C(C=C(C=C1)CC1=CC=CC=C1)Br)C1=CC=CC=C1)Br